1-benzyl-4-{[2-(tert-butoxycarbonyl)-2-azaspiro[3.5]nonan-7-yl]oxy}pyridin-1-ium C(C1=CC=CC=C1)[N+]1=CC=C(C=C1)OC1CCC2(CN(C2)C(=O)OC(C)(C)C)CC1